2',3'-dideoxy guanosine-5'-triphosphate P(O)(=O)(OP(=O)(O)OP(=O)(O)O)OC[C@@H]1CC[C@@H](O1)N1C=NC=2C(=O)NC(N)=NC12